C(C)(=O)N1C[C@H](CC1)OC=1C(=CC(=NC1)C#N)C1=CC=2N(C=C1)N=C(C2)NC(=O)C2CC2 (S)-N-(5-(5-((1-Acetylpyrrolidin-3-yl)oxy)-2-cyanopyridin-4-yl)pyrazolo[1,5-a]pyridin-2-yl)cyclopropanecarboxamide